FC=1C=C(C=CC1C1=CN=C2N1C=CC(=C2)OC)NC(=O)C=2OC(=CC2)[N+](=O)[O-] N-(3-fluoro-4-(7-methoxyimidazo[1,2-a]pyridin-3-yl)phenyl)-5-nitrofuran-2-carboxamide